ClC=1C=NN(C1C1=NN2C(N(C(C(C2)O)=O)CC2=CC=C(C=C2)C=2N(C=C(N2)C(F)(F)F)C)=C1)C(C)C 2-(4-chloro-1-isopropyl-1H-pyrazol-5-yl)-6-hydroxy-4-(4-(1-methyl-4-(trifluoromethyl)-1H-imidazol-2-yl)benzyl)-6,7-dihydropyrazolo[1,5-a]pyrimidin-5(4H)-one